(6R,7R,8R,9S,13S,14R,15S,16S)-20-amino-2,2,11-trimethyl-17-oxo-3,3-diphenyl-4-oxa-11,18-diaza-3-silaicosan-6,7,8,9,13,14,15,16-octayl octaacetate C(C)(=O)O[C@H](CO[Si](C(C)(C)C)(C1=CC=CC=C1)C1=CC=CC=C1)[C@H]([C@@H]([C@H](CN(C[C@@H]([C@H]([C@@H]([C@@H](C(NCCN)=O)OC(C)=O)OC(C)=O)OC(C)=O)OC(C)=O)C)OC(C)=O)OC(C)=O)OC(C)=O